2-(6-Methoxypyridin-3-ylamino)acetohydrazide COC1=CC=C(C=N1)NCC(=O)NN